NC(CCNC(=O)C=1N(C=C(C1)NC(=O)C=1N(C=C(C1)NC(C1=CC=C(C=C1)\C=C\C=1C=NC2=CC=CC=C2C1)=O)C)C)=N (E)-N-(3-amino-3-iminopropyl)-1-methyl-4-(1-methyl-4-(4-(2-(quinolin-3-yl)vinyl)benzamido)-1H-pyrrole-2-carboxamido)-1H-pyrrole-2-carboxamide